5-(4-((5-fluoro-2-methyl-3-oxo-4H-quinoxalin-6-yl)methyl)piperazin-1-yl)-N-(methyl-d3)pyridine-2-carboxamide FC1=C2NC(C(=NC2=CC=C1CN1CCN(CC1)C=1C=CC(=NC1)C(=O)NC([2H])([2H])[2H])C)=O